(3S,5S)-5-((S)-4-Bromo-5-chloro-6-fluoro-2-phenyl-2,3-dihydrobenzofuran-2-yl)pyrrolidin-3-ol BrC1=C(C(=CC2=C1C[C@](O2)(C2=CC=CC=C2)[C@@H]2C[C@@H](CN2)O)F)Cl